CC1(OCCC(C1)CCC(=O)O)C 3-(2,2-dimethyltetrahydro-2H-pyran-4-yl)propanoic acid